methyl 1-[(3-cyano-2-fluorophenyl)sulfamoyl]pyrrolidine-3-carboxylate C(#N)C=1C(=C(C=CC1)NS(=O)(=O)N1CC(CC1)C(=O)OC)F